BrC1=C(C=CC=C1)OCCCBr 1-bromo-2-(3-bromopropoxy)benzene